3-amino-1-(3-bromo-1H-1,2,4-triazol-1-yl)-3-oxoprop-1-ene NC(C=CN1N=C(N=C1)Br)=O